6-((4-(7-bromo-6-cyano-1H-indol-3-yl)-5-(trifluoromethyl)pyrimidin-2-yl)amino)-2-azaspiro[3.3]heptane-2-carboxylic acid tert-butyl ester C(C)(C)(C)OC(=O)N1CC2(C1)CC(C2)NC2=NC=C(C(=N2)C2=CNC1=C(C(=CC=C21)C#N)Br)C(F)(F)F